4-amino-8-chloro-1-methyl-6-(trifluoromethyl)quinolin-2-one NC1=CC(N(C2=C(C=C(C=C12)C(F)(F)F)Cl)C)=O